FC1=C(C=CC(=C1C)C(NC1=NC(=CC=C1)C)=O)C1=NN2C(NC3=C(CC2)C=C(C=C3)N3CCNCC3)=C1C(=O)N 2-(2-fluoro-3-methyl-4-((6-methylpyridin-2-yl)carbamoyl)phenyl)-7-(piperazin-1-yl)-9,10-dihydro-4H-benzo[d]pyrazolo[1,5-a][1,3]diazepine-3-carboxamide